COC1=CC=C(CN(S(=O)(=O)[C@@H](C(=O)OC)C(C)C)CC2=CC=C(C=C2)OC)C=C1 (R)-METHYL 2-(N,N-BIS(4-METHOXYBENZYL)SULFAMOYL)-3-METHYLBUTANOATE